[N+](=O)([O-])C=1C=C(SC1)C(=O)N 4-nitro-thiophene-2-carboxamide